(2R,3R)-3-((2R,3s)-3-hydroxypentan-2-yl)oxirane O[C@H]([C@@H](C)[C@@H]1CO1)CC